3-aminobenzoylmethylamine NC=1C=C(C(=O)NC)C=CC1